NC1CCN(CC1)C1=C(C(=NC=C1C1=CC(=CC(=C1)C)F)NC)C1=NC2=C(N1)C(=CC(=C2)F)F 4-(4-aminopiperidin-1-yl)-3-(5,7-difluoro-1H-1,3-benzodiazol-2-yl)-5-(3-fluoro-5-methylphenyl)-N-methylpyridin-2-amine